4-oxazainide O1NC=[C-]C=C1